CC1(CCC(C=2C=C3C=4C=C5C(=CC4CC3=CC21)C(CCC5(C)C)(C)C)(C)C)C 1,1,4,4,7,7,10,10-octamethyl-2,3,4,7,8,9,10,12-octahydro-1H-dibenzo[b,H]fluorene